Bismuth oxide Silver [Ag].[Bi]=O